p-carboxylphenyl-phosphonic acid C(=O)(O)C1=CC=C(C=C1)P(O)(O)=O